(3R)-8-(6-tert-butylpyridin-3-yl)-3-methyl-6-oxo-2H,3H,4H,6H-pyrido[2,1-b][1,3]thiazine-7-carbonitrile C(C)(C)(C)C1=CC=C(C=N1)C=1C=C2SC[C@@H](CN2C(C1C#N)=O)C